Isobutyl (±)-syn-10,11-dihydroxynonadecanesulfonate OC(CCCCCCCCCS(=O)(=O)OCC(C)C)C(CCCCCCCC)O